C(C)OC(=O)C1=NN(C(C1)CCCC)C1=CC=CC=C1 5-butyl-1-phenyl-4,5-dihydro-1H-pyrazole-3-carboxylic acid ethyl ester